tert-butyl (3S)-3-[(1R)-2-[[2-[(1-acetyl-4-piperidyl)amino]pyridine-4-carbonyl]amino]-1-hydroxy-ethyl]-7-hydroxy-3,4-dihydro-1H-isoquinoline-2-carboxylate C(C)(=O)N1CCC(CC1)NC1=NC=CC(=C1)C(=O)NC[C@@H](O)[C@H]1N(CC2=CC(=CC=C2C1)O)C(=O)OC(C)(C)C